CNCC1COCC1 N-methyl-1-(tetrahydrofuran-3-yl)methanamine